N[Si](OC)(OC)OC monoaminotrimethoxysilane